N-(1'-(2-(1,1-difluoroethyl)pyrimidin-4-yl)-1',2'-dihydrospiro[cyclopropane-1,3'-pyrrolo[3,2-C]pyridin]-6'-yl)propionamide FC(C)(F)C1=NC=CC(=N1)N1CC2(C=3C=NC(=CC31)NC(CC)=O)CC2